ClC1=CC2=C(N(C(N=C2N2[C@H](CN(CC2)C(C=C)=O)C)=O)C2=C(C=CC=C2)C(C)C)N=C1N(C)CCO 6-chloro-7-((2-hydroxyethyl)(methyl)amino)-4-((2S)-2-methyl-4-(2-propenoyl)-1-piperazinyl)-1-(2-(2-propanyl)phenyl)pyrido[2,3-d]pyrimidin-2(1H)-one